tert-Butyl 2-[(3R)-4-cyano-3-{[6-(1-methyl-1H-pyrazol-4-yl)pyridin-2-yl]formamido}butanamido]-4-methyl-1,3-thiazole-5-carboxylate C(#N)C[C@H](CC(=O)NC=1SC(=C(N1)C)C(=O)OC(C)(C)C)NC(=O)C1=NC(=CC=C1)C=1C=NN(C1)C